COC1=CC=C2C(=NC(=NC2=C1)C)N1CCC(CC1)CCP(O)(O)=O (2-(1-(7-methoxy-2-methylquinazolin-4-yl)piperidin-4-yl)ethyl)phosphonic acid